tri(4-hydroxy-3'-formylphenyl)benzene OC1=C(C=C(C=C1)C=1C(=C(C=CC1)C1=CC(=C(C=C1)O)C=O)C1=CC(=C(C=C1)O)C=O)C=O